C(=O)C=1C(=C2C(=NC1C)CN(C2)C(=O)OC(C)(C)C)C tert-butyl 3-formyl-2,4-dimethyl-5,7-dihydro-6H-pyrrolo[3,4-b]pyridine-6-carboxylate